ClC1=NC=CC(=N1)N(S(=O)(=O)C1=CC=C(C=C1)C)C1=C(C=C(C=C1C)\C=C\C#N)C (E)-N-(2-chloropyrimidin-4-yl)-N-(4-(2-cyanoethenyl)-2,6-dimethylphenyl)-4-methylbenzenesulfonamide